FC1CCN(CC1)[C@H](N1CC2=C(C=C(C=C2CC1)C=1C=C2C(=NC1)NC=C2C)C2NCCOC2)C(=O)[C@H](N2CCC(CC2)F)N2CC1=C(C=C(C=C1CC2)C=2C=C1C(=NC2)NC=C1C)C1NCCOC1 (R)-(4-fluoropiperidin-1-yl)(6-(3-Methyl-1H-pyrrolo[2,3-b]pyridin-5-yl)-8-(morpholin-3-yl)-3,4-dihydroisoquinolin-2(1H)-yl)methyl Ketone